CC1=C(C=NC(=C1C)C=C)O[C@@H]1C[C@]2(N(C=3C(=NN=C(C3)C3=C(C(=CC=C3)C)O)NC2)C1)CC 2-((6aR,8R)-8-((4,5-dimethyl-6-vinylpyridin-3-yl)oxy)-6a-ethyl-5,6,6a,7,8,9-hexahydropyrrolo[1',2':4,5]pyrazino[2,3-c]pyridazin-2-yl)-6-methylphenol